tert-Butyl 3-[3-hydroxy-3-[1-(trifluoromethyl) cyclopropyl]propoxy]pyrazole-1-carboxylate OC(CCOC1=NN(C=C1)C(=O)OC(C)(C)C)C1(CC1)C(F)(F)F